4-(3-amino-7-chloro-1H-indazol-5-yl)-N-(2-(piperidin-1-yl)ethyl)-1H-pyrrolo[2,3-b]pyridine-2-carboxamide NC1=NNC2=C(C=C(C=C12)C1=C2C(=NC=C1)NC(=C2)C(=O)NCCN2CCCCC2)Cl